(3Z)-6-(ethoxymethoxy)-3-hexenylmagnesium bromide C(C)OCOCC\C=C/CC[Mg]Br